FC(SC=1CC(=CNC1)C(=O)N)(F)F 5-trifluoromethylthio-1,4-dihydropyridine-3-carboxamide